N-(4-(4-(4-Cyanophenyl)piperazin-1-yl)phenyl)-1-methyl-1H-pyrazol-4-carboxamid C(#N)C1=CC=C(C=C1)N1CCN(CC1)C1=CC=C(C=C1)NC(=O)C=1C=NN(C1)C